3-[[4-[(2R)-2-[(5-bromo-2-pyridyl)methylamino]-4,4-dimethyl-pentoxy]-6-(2,6-dimethylphenyl)pyrimidin-2-yl]-(methoxymethyl)sulfamoyl]benzoic acid BrC=1C=CC(=NC1)CN[C@@H](COC1=NC(=NC(=C1)C1=C(C=CC=C1C)C)N(S(=O)(=O)C=1C=C(C(=O)O)C=CC1)COC)CC(C)(C)C